1-phenyl-1,3-dihydro-benzimidazol-2-one C1(=CC=CC=C1)N1C(NC2=C1C=CC=C2)=O